N-(5-((dimethylamino)methyl)benzo[d]oxazol-2-yl)-5-fluoro-7-methylbenzo[d]oxazol-2-amine CN(C)CC=1C=CC2=C(N=C(O2)NC=2OC3=C(N2)C=C(C=C3C)F)C1